5-(3-(4-((3-bromo-4-(trifluoromethoxy)benzyl)amino)butoxy)azetidin-1-yl)benzo[c][2,6]naphthyridine-8-carboxylic acid BrC=1C=C(CNCCCCOC2CN(C2)C2=NC3=C(C4=CN=CC=C24)C=CC(=C3)C(=O)O)C=CC1OC(F)(F)F